FC=1C=C2C=CC(=NC2=C(C1)C)C1=CC(=C(C=C1)NC(=O)C1=CC=NN1C)C N-(4-(6-fluoro-8-methylquinolin-2-yl)-2-methylphenyl)-1-methyl-1H-pyrazole-5-carboxamide